ClC1=C(CC(CC1)CC)C=O 2-CHLORO-5-ETHYLCYCLOHEX-1-ENE-1-CARBALDEHYDE